Cl.N[C@H](CC(=O)O)C(=O)O D-aspartic acid hydrochloride salt